N(=C=O)[C@H](C(=O)OCC)COC(C)(C)C ethyl (S)-2-isocyanato-3-t-butoxypropionate